(S)-4-((2-(2,2-difluoroethoxy)ethyl)(4-(5,6,7,8-tetrahydro-1,8-naphthyridin-2-yl)butyl)amino)-2-((5-phenylpyrimidin-4-yl)amino)butanoic acid FC(COCCN(CC[C@@H](C(=O)O)NC1=NC=NC=C1C1=CC=CC=C1)CCCCC1=NC=2NCCCC2C=C1)F